C(CCCCCC=C)OCCCC(C)=O 5-Oct-7-enyloxy-pentan-2-one